4-{2-[(4-bromopyridin-2-yl)carbamoyl]ethyl}piperazine-1,2-dicarboxylic acid 1-tert-butyl ester 2-methyl ester COC(=O)C1N(CCN(C1)CCC(NC1=NC=CC(=C1)Br)=O)C(=O)OC(C)(C)C